tert-butyl(dimethyl)-[(3,3,9,9-tetrachlorotricyclo[6.1.0.0(2,4)]non-6-yl)oxy]silane C(C)(C)(C)[Si](OC1CC2C(C2C2C(C2C1)(Cl)Cl)(Cl)Cl)(C)C